1-(2-chlorophenyl)-(S)-1-methoxymethoxypropyl-(S)-2-propylcarbamate ClC1=C(C=CC=C1)C[C@H](C)N(C([O-])=O)[C@H](CC)OCOC